bromotripyrrolidinylphosphonium Br[P+](N1CCCC1)(N1CCCC1)N1CCCC1